C1(CC1)C1=NC=NC(=C1C=1N=CC2=C(N1)N(C(C(=C2)C=2CCN(CC2)C)=O)CC2=CC=C(C=C2)C=2N(C=C(N2)C(F)(F)F)C)OC 2-(4-cyclopropyl-6-methoxypyrimidin-5-yl)-6-(1-methyl-3,6-dihydro-2H-pyridin-4-yl)-8-({4-[1-methyl-4-(trifluoromethyl)imidazol-2-yl]phenyl}methyl)pyrido[2,3-d]pyrimidin-7-one